O[C@H]1[C@@H](CN(CC1)CC=1N=NN(N1)C1=CC(=C(C#N)C=C1)OC)C=1C(=C2COC(C2=CC1)=O)C 4-(5-(((3r,4r)-4-hydroxy-3-(4-methyl-1-oxo-1,3-dihydroisobenzofuran-5-yl)piperidin-1-yl)methyl)-2H-tetrazol-2-yl)-2-methoxybenzonitrile